ClC=1C=C(C=2N(N1)C=CN2)N2CC1C(C2)CCC1 6-chloro-8-{hexahydro-1H-cyclopenta[c]Pyrrol-2-yl}imidazo[1,2-b]Pyridazine